1-(cyclopropylmethyl)-3-(β-D-glucopyranosyloxy)-5-methyl-4-[(4-methylsulfanylphenyl)methyl]-1H-pyrazole C1(CC1)CN1N=C(C(=C1C)CC1=CC=C(C=C1)SC)O[C@H]1[C@H](O)[C@@H](O)[C@H](O)[C@H](O1)CO